COC=1C=C2C(=NC(=NC2=CC1OCCCN1CCCCC1)N1CCCC1)N1CC(CCC1)N 1-(6-methoxy-7-(3-(piperidin-1-yl)propoxy)-2-(pyrrolidin-1-yl)quinazolin-4-yl)piperidin-3-amine